C(C)OP(OCC)(=O)CC1=CC=C(C=C1)C(C)N1C2=CC=C(C=C2C=2C=C(C=CC12)OC)OC (4-(1-(3,6-dimethoxy-9H-carbazole-9-yl)ethyl)benzyl)phosphonic acid diethyl ester